N1(CC(C1)C(=O)[O-])C(=O)[O-] azetidine-1,3-dicarboxylate